5-amino-N-[2-(2-methoxyethylamino)-2-oxo-ethyl]-2-[8-(prop-2-enoylamino)-2-naphthyl]pyrimidine-4-carboxamide NC=1C(=NC(=NC1)C1=CC2=C(C=CC=C2C=C1)NC(C=C)=O)C(=O)NCC(=O)NCCOC